C(#N)C=1C=CC(=C(C1)C1=CC(=NC=C1C(=O)NC=1SC2=NC(=CC=C2N1)C1=CC=C(C=C1)CO)C)OC 4-(5-cyano-2-methoxyphenyl)-N-(5-(4-(hydroxymethyl)phenyl)thiazolo[5,4-b]pyridin-2-yl)-6-methylnicotinamide